N-[6-bromo-2-(oxetan-3-yloxy)-3-pyridyl]-3-(4-fluorophenyl)-5-methyl-isoxazole-4-carboxamide BrC1=CC=C(C(=N1)OC1COC1)NC(=O)C=1C(=NOC1C)C1=CC=C(C=C1)F